COC1=CC=C(C=N1)[C@H](C)NC (S)-1-(6-methoxypyridin-3-yl)-N-methylethan-1-amine